1,3,8-trihydroxy-6-methyl-10H-anthracene-9-one OC1=CC(=CC=2CC3=CC(=CC(=C3C(C12)=O)O)C)O